CC1(C(N2C(SC1)=NC1=C2C=CC=C1)=O)N=NC1=CC=C(C=C1)C 3-Methyl-3-(p-tolyldiazenyl)-2,3-dihydro-4H-benzo[4,5]imidazo[2,1-b][1,3]thiazin-4-one